CN1C(N(C2=C1C=C(C=C2)S(=O)(=O)NC2(CC2)C)CC2C(C2)C)=O 3-methyl-N-(1-methylcyclopropyl)-1-[(2-methylcyclopropyl)methyl]-2-oxo-benzimidazole-5-sulfonamide